potassium sodium tartrate salt C(=O)([O-])C(O)C(O)C(=O)[O-].[Na+].[K+]